OC(C)(C)C1=CC=C2C(=N1)C(NC2)=O 2-(2-hydroxypropan-2-yl)-5,6-dihydro-7H-pyrrolo[3,4-b]pyridin-7-one